[N].FC1=CC=C(C=C1)C=1C=C2C(=CN=NC2=CC1)N[C@H](C)C=1N=NC(=CC1)C 6-(4-Fluorophenyl)-N-[(1R)-1-(6-methylpyridazin-3-yl)ethyl]cinnolin-4-amine Nitrogen